(4-pyridyl)-1,4-dimethylbenzene N1=CC=C(C=C1)C1=C(C=CC(=C1)C)C